C1(=CC=CC=2CCCCC3=C(C21)C=CC=C3)C(=O)O dibenzocyclooctanoic acid